tert-butyl 6-(7-bromo-4-(2-chlorophenyl)-3-cyanoquinolin-2-yl)-2,6-diazaspiro[3.4]octane-2-carboxylate BrC1=CC=C2C(=C(C(=NC2=C1)N1CC2(CN(C2)C(=O)OC(C)(C)C)CC1)C#N)C1=C(C=CC=C1)Cl